C(C)(C)(C)C1=C(C=C(C(=C1)C(C)(C)C)C)O 2,4-di-t-butyl-5-methylphenol